FC1=CC(=C(C=C1)S)OC 4-fluoro-2-methoxy-benzenethiol